(2-(chloromethyl)allyl)-4-methylenepyrrolidine-1,2-dicarboxylic acid 1-(tert-butyl) 2-methyl ester COC(=O)C1(N(CC(C1)=C)C(=O)OC(C)(C)C)CC(=C)CCl